The molecule is a beta-D-glucoside in which a beta-D-glucopyranosyl residue is attached at position 4' of asphodelin A via a glycosidic linkage. It is isolated from the roots of Asphodelus microcarpus and exhibits antimicrobial activity against bacteria like Staphylococcus aureus, Escherichia coli and Pseudomonas aeruginosa and fungal microorganisms like Candida albicans and Botrytis cinerea. It has a role as a metabolite, an antibacterial agent and an antifungal agent. It is a beta-D-glucoside, a hydroxycoumarin and a polyphenol. It derives from an asphodelin A. C1=CC2=C(C=C1O)OC(=O)C(=C2O)C3=C(C=C(C=C3)O[C@H]4[C@@H]([C@H]([C@@H]([C@H](O4)CO)O)O)O)O